11-(piperazine-1-yl)-5H-dibenzo[b,e][1,4]diazepine N1(CCNCC1)C=1C2=C(NC3=C(N1)C=CC=C3)C=CC=C2